C(C)OC=1C=C(C=CC1C=1NC(C2=C(N1)NN=N2)=O)C2=CC(=CC=C2)OCC(=O)O 2-((3'-Ethoxy-4'-(7-oxo-6,7-dihydro-3H-[1,2,3]triazolo[4,5-d]pyrimidin-5-yl)-[1,1'-biphenyl]-3-yl)oxy)acetic acid